acryloxyl-acryloxyl-methacryloxyl-acrylic acid C(=O)(C=C)OC(=C(C(=O)O)OC(=O)C(=C)C)OC(=O)C=C